C[Si](C#CC=1N=C(SC1)N)(C)C 4-(2-trimethylsilylethynyl)thiazol-2-amine